C(C1=CC=CC=C1)NS(=O)(=O)C=1C=C2C(=CC(N(C2=CC1)CC)=O)C N-benzyl-1-ethyl-4-methyl-2-oxo-1,2-dihydroquinoline-6-sulfonamide